3-methyl-5,6,7,8-tetrahydroimidazo[1,2-a]pyrazine CC1=CN=C2N1CCNC2